ClC=1SC2=C(N1)C(=CC1=C2OCCO1)C(O)C1(CCCCC1)C (2-chloro-7,8-dihydro-[1,4]dioxino[2',3':3,4]benzo[1,2-d]thiazol-4-yl)(1-methylcyclohexyl)methanol